N-(amino(4-(2-hydroxypropan-2-yl)thiazol-2-yl)(oxo)-λ6-sulfaneylidene)-2-(5-fluoro-2,4-diisopropylpyridin-3-yl)acetamide NS(=NC(CC=1C(=NC=C(C1C(C)C)F)C(C)C)=O)(=O)C=1SC=C(N1)C(C)(C)O